tert-Butyl exo-3-((4-((2-fluoro-3-methyl-4-((1-methyl-1H-benzo[d]imidazol-5-yl)oxy)-phenyl)amino)-7-methoxyquinazolin-6-yl)oxy)-8-azabicyclo[3.2.1]octane-8-carboxylate FC1=C(C=CC(=C1C)OC1=CC2=C(N(C=N2)C)C=C1)NC1=NC=NC2=CC(=C(C=C12)OC1CC2CCC(C1)N2C(=O)OC(C)(C)C)OC